(S)-3-(2-(4-(3-chlorophenyl)piperazin-1-yl)ethyl)-2-azaspiro[4.4]non-7-en-1-one ClC=1C=C(C=CC1)N1CCN(CC1)CC[C@H]1NC(C2(C1)CC=CC2)=O